1-(1-(2-bromo-5-(trifluoromethyl)phenyl)cyclopropyl)ethanol BrC1=C(C=C(C=C1)C(F)(F)F)C1(CC1)C(C)O